FC=1C=NC(=NC1)C=1C=C(C[C@]2(C[C@@H]([C@@H](C2)C)O)C(=O)[O-])C=CC1 |o1:11,13,14| (1R*,3S*,4R*)-1-(3-(5-fluoropyrimidin-2-yl)benzyl)-3-hydroxy-4-methylcyclopentane-1-carboxylate